(1S,3S)-3-((6-(1-methyl-5-(((4-((1-methylcyclopropyl)methoxy)pyrimidin-2-yl)amino)methyl)-1H-1,2,3-triazol-4-yl)pyridin-3-yl)oxy)cyclohexane-1-carboxylic acid CN1N=NC(=C1CNC1=NC=CC(=N1)OCC1(CC1)C)C1=CC=C(C=N1)O[C@@H]1C[C@H](CCC1)C(=O)O